C(C)(C)N1N=CC=C1 N-isopropyl-1H-pyrazole